N-[2-[4-[3-[N'-(2-ethyl-4-hydroxy-phenyl)carbamimidoyl]-4-[[[(R)-pyrrolidin-2-yl]methyl]amino]pyrrolo[1,2-b]pyridazin-6-yl]-3-methyl-phenoxy]ethyl]acetamide C(C)C1=C(C=CC(=C1)O)N=C(N)C1=C(C=2N(N=C1)C=C(C2)C2=C(C=C(OCCNC(C)=O)C=C2)C)NC[C@@H]2NCCC2